pyrrolo[1,2-b]pyridazin-3-ylcarbamate N=1N2C(C=C(C1)NC([O-])=O)=CC=C2